COC1=C(/C=C/C2=C(NC=3N(C2=O)N=C(C3N3CCCCC3)C3=CC=CC=C3)C)C=CC=C1 (E)-6-(2-Methoxystyryl)-5-methyl-2-phenyl-3-(piperidin-1-yl)pyrazolo[1,5-a]pyrimidin-7(4H)-one